N-[4-[[4-[[2-(6-methyl-2-pyridyl)pyrimidin-4-yl]amino]pyrimidin-2-yl]amino]phenyl]piperidine-3-carboxamide CC1=CC=CC(=N1)C1=NC=CC(=N1)NC1=NC(=NC=C1)NC1=CC=C(C=C1)NC(=O)C1CNCCC1